2-heptyl-4-methyltetrahydro-2H-pyran C(CCCCCC)C1OCCC(C1)C